BrC=1C(=C2C(=NC1)N=C(N2)C2=C(N(C(=C2)C)C=2C=C(C=CC2C)C(=O)N2CCOCC2)C)N[C@@H]2CN(CC2)S(=O)(=O)CC (3-(3-(6-bromo-7-(((S)-1-(ethylsulfonyl)pyrrolidine-3-yl)amino)-1H-imidazo[4,5-b]pyridine-2-yl)-2,5-dimethyl-1H-pyrrol-1-yl)-4-methylphenyl)(morpholino)methanone